(S)-2-chloromethyl-1-methylpyrrole ClCC=1N(C=CC1)C